imino-amide N=[N-]